FC1=CC=C(C(=O)N2[C@@H](C=3N(CC2)C(=NC3N(S(=O)(=O)C)S(=O)(=O)C)C3=NC(=NS3)C)C)C=C1 (R)-N-(7-(4-fluorobenzoyl)-8-methyl-3-(3-methyl-1,2,4-thiadiazole-5-yl)-5,6,7,8-tetrahydroimidazo[1,5-a]pyrazin-1-yl)-N-(methylsulfonyl)methanesulfonamide